N-methyl-N-(piperidin-4-yl)carbamic acid tert-butyl ester C(C)(C)(C)OC(N(C1CCNCC1)C)=O